ClC1=C(C=CC(=C1)F)C1(NC(C=2C1=C(C=C1CN(C(NC21)=O)CC#N)C2=C(C(=O)N)C=C(C=C2C(F)(F)F)F)=O)O [7-(2-chloro-4-fluorophenyl)-3-(cyanomethyl)-7-hydroxy-2,9-dioxo-2,3,4,7,8,9-hexahydro-1H-pyrrolo[4,3-h]quinazolin-6-yl]-5-fluoro-3-(trifluoromethyl)benzamide